(Z)-3-(3-(3,5-bis(trifluoromethyl)phenyl)-1H-1,2,4-triazol-1-yl)-N-(3-methyl-2,5-dioxo-2,5-dihydro-1H-pyrrol-1-yl)acrylamide FC(C=1C=C(C=C(C1)C(F)(F)F)C1=NN(C=N1)\C=C/C(=O)NN1C(C(=CC1=O)C)=O)(F)F